4-(7-bromo-2-(methylsulfinyl)-6-(trifluoromethyl)pyrido[3,2-d]pyrimidin-4-yl)-1,4-oxazepane BrC1=CC=2N=C(N=C(C2N=C1C(F)(F)F)N1CCOCCC1)S(=O)C